C1(CCCCC1)C1=CC=C(C=C1)C1=CC=NC=C1 4-(4-cyclohexylphenyl)pyridine